C[C@H](CC)NC(=O)C1=NN2C(C(NC(=C2)C2=CC(=C(C=C2)C)C)=O)=C1C(C)C N-[(2R)-Butan-2-yl]-6-(3,4-dimethylphenyl)-4-oxo-3-(propan-2-yl)-4,5-dihydropyrazolo[1,5-a]-pyrazine-2-carboxamide